COCCO[C@@H]1C[C@H](C1)NC1=NN2C(C=N1)=C(C=C2)C=2C=CC=1N(C2)C(=CN1)C(=O)N1CCCC1 (6-(2-((trans-3-(2-methoxyethoxy)cyclobutyl)amino)pyrrolo[2,1-f][1,2,4]triazin-5-yl)imidazo[1,2-a]pyridin-3-yl)(pyrrolidin-1-yl)methanone